5-Fluoro-8-(2-fluoro-4-methoxycarbonyl-5-morpholin-4-ylphenyl)-2,4-dihydro-1,3-benzoxazine-3-carboxylic acid tert-butyl ester C(C)(C)(C)OC(=O)N1COC2=C(C1)C(=CC=C2C2=C(C=C(C(=C2)N2CCOCC2)C(=O)OC)F)F